O=C1N2C(N=NN1C(C([2H])([2H])OC(F)(F)F)([2H])[2H])=C(N=C2)C(=O)N 4-Oxo-3-(2-(trifluoromethoxy)ethyl-1,1,2,2-d4)-3,4-dihydroimidazo[5,1-d][1,2,3,5]tetrazine-8-carboxamide